C(C1=CC=CC=C1)ON=CC1=CNC=2N=C(NC(C21)=O)NC(C2=CC=CC=C2)(C2=CC=CC=C2)C2=CC=CC=C2 4-oxo-2-(tritylamino)-4,7-dihydro-3H-pyrrolo[2,3-d]pyrimidine-5-carbaldehyde O-benzyl oxime